7-bromo-1H-indazole-3-carboxylic acid methyl ester COC(=O)C1=NNC2=C(C=CC=C12)Br